2-({3-chloro-2-[(4-chlorophenyl)methoxy]-5,6,7,8-tetrahydro-1,7-naphthyridin-7-yl}methyl)-7-fluoro-1-{[(2S)-oxetan-2-yl]methyl}-1H-1,3-benzodiazole-6-carboxylic acid ClC=1C(=NC=2CN(CCC2C1)CC1=NC2=C(N1C[C@H]1OCC1)C(=C(C=C2)C(=O)O)F)OCC2=CC=C(C=C2)Cl